N[C@H]([C@@H](CN[C@@H](C)C1=CC=CC=C1)O)CC1=CC=CC=C1 (2R,3S)-3-amino-4-phenyl-1-(((S)-1-phenylethyl)amino)butan-2-ol